4-fluoro-3-((4-hydroxyphenyl)amino-1H-pyrazol-5-yl)phenol FC1=C(C=C(C=C1)O)C1=CC=NN1NC1=CC=C(C=C1)O